ClC1=CC=C(C=C1)C1CCC(CC1)C(=O)/C(/C(=O)OCC)=C/C1=CC(=CC=C1)C(F)(F)F ethyl (Z)-2-((1r,4r)-4-(4-chlorophenyl)cyclohexane-1-carbonyl)-3-(3-(trifluoromethyl)phenyl)acrylate